amino-6-{[4-(carboxymethyl)piperazine-1-carbonyl]amino}hexanoic acid NC(C(=O)O)CCCCNC(=O)N1CCN(CC1)CC(=O)O